C(CCCCCCC)(=O)ON(CCO)CCCCCC1OC(OC1)(CCCCCCC)CCCCCCC ((5-(2,2-diheptyl-1,3-dioxolan-4-yl) pentyl) (2-hydroxyethyl) amino) octanoate